N-[(S)-1-(1-methylimidazol-4-yl)ethyl]-5-[4-(trifluoromethyl)phenoxy]naphthalene-2-carboxamide CN1C=NC(=C1)[C@H](C)NC(=O)C1=CC2=CC=CC(=C2C=C1)OC1=CC=C(C=C1)C(F)(F)F